FC1(CCC(CC1)CC(=O)NC1=CC(=C(C=C1)C)NC1=NC=CC=C1C1=C2N=CN(C2=NC=N1)C1OCCCC1)F 2-(4,4-difluorocyclohexyl)-N-(4-methyl-3-((3-(9-(tetrahydro-2H-pyran-2-yl)-9H-purin-6-yl)pyridin-2-yl)amino)phenyl)acetamide